6-methyl-4-(4-hydroxyphenyl)benzoic acid CC1=CC(=CC=C1C(=O)O)C1=CC=C(C=C1)O